C(C(C)C)C1=CCC(CC1)CCC(=O)O 3-(4-isobutylcyclohex-3-en-1-yl)propanoic acid